BrC=1C=2N(C=C(C1)N)N=CN2 8-bromo-[1,2,4]triazolo[1,5-a]pyridin-6-amine